BrC=1C=C(C=NC(C(=O)O)CC2=CC=C(C=C2)O)C=C(C1)OC(C(C)C)=O 2-(3-bromo-5-(isobutyryloxy)benzylidene-amino)-3-(4-hydroxy-phenyl)propanoic acid